C(C)OC(=O)C=1C=NN2C1N=C(C=C2C)\C=C\C(C)=O (E)-7-methyl-5-(3-oxobut-1-en-1-yl)pyrazolo[1,5-a]Pyrimidine-3-carboxylic acid ethyl ester